COC1=CC=C(C(=N1)N)N 6-methoxy-2,3-diaminopyridine